2-Nitrofluorene [N+](=O)([O-])C1=CC=2CC3=CC=CC=C3C2C=C1